2-(1-acryloyl-4-(2-(2-(dimethylamino)ethoxy)-7-(7-hydroxy-3,4-dihydroquinolin-1(2H)-yl)-5,6,7,8-tetrahydroquinazolin-4-yl)piperazin-2-yl)acetonitrile C(C=C)(=O)N1C(CN(CC1)C1=NC(=NC=2CC(CCC12)N1CCCC2=CC=C(C=C12)O)OCCN(C)C)CC#N